6-fluoro-2-methyl-7-nitro-3,4-dihydroisoquinolin-1(2H)-one FC=1C=C2CCN(C(C2=CC1[N+](=O)[O-])=O)C